C1(CCCCC1)C(=O)NC(=O)[C@@H]1CC12CCN(CC2)C(=O)OC(C(F)(F)F)C(F)(F)F |r| 1,1,1,3,3,3-hexafluoro-propan-2-yl (±)-1-((cyclohexanecarbonyl)carbamoyl)-6-aza-spiro[2.5]octane-6-carboxylate